Tert-butyl (R)-2-((R)-2-((((9H-fluoren-9-yl)methoxy)carbonyl)amino)-3-hydroxypropyl)pyrrolidine-1-carboxylate C1=CC=CC=2C3=CC=CC=C3C(C12)COC(=O)N[C@H](C[C@@H]1N(CCC1)C(=O)OC(C)(C)C)CO